FC1=C(C(=CC=C1)F)CC1(CCC1)C#N 1-[(2,6-difluorophenyl)methyl]cyclobutane-1-carbonitrile